C(C)(C)S(=O)(=O)O 1-isopropyl-sulfonic acid